ClC=1C=C2C=3C=C(C=C(C3NC2=CC1)CCNC(=N)NOC)NC1=CC=C(C=C1)Cl 1-(2-(6-Chloro-3-((4-chlorophenyl)amino)-9H-carbazol-1-yl)ethyl)-3-methoxyguanidine